5-(2-(((1r,4r)-4-aminocyclohexyl)amino)-2-oxoacetyl)-N-(4-fluoro-3-methylphenyl)-1,2,4-trimethyl-1H-pyrrole-3-carboxamide NC1CCC(CC1)NC(C(=O)C1=C(C(=C(N1C)C)C(=O)NC1=CC(=C(C=C1)F)C)C)=O